3-chloro-3,3-difluoropropionic acid phenyl ester C1(=CC=CC=C1)OC(CC(F)(F)Cl)=O